1-(2-fluoro-4-iodophenyl)-5-hydroxy-3-(4-methoxybenzyl)-6,8-dimethyl-1H,8H-pyrido[2,3-d]pyrimidine-2,4,7-trione FC1=C(C=CC(=C1)I)N1C(N(C(C2=C1N(C(C(=C2O)C)=O)C)=O)CC2=CC=C(C=C2)OC)=O